ethyl 3-(quinolin-4-yl)-4,5-dihydro-1,2-oxazole-5-carboxylate N1=CC=C(C2=CC=CC=C12)C1=NOC(C1)C(=O)OCC